COC(=O)C=1C=CC2=C(N(C(=N2)CC2=C(C=C(C=C2F)C=2C(=NSC2)OCC2=C(C=C(C=C2)Cl)F)F)CCOC)C1 2-(4-(3-((4-chloro-2-fluorobenzyl)oxy)isothiazol-4-yl)-2,6-difluorobenzyl)-1-(2-methoxyethyl)-1H-benzo[d]Imidazole-6-carboxylic acid methyl ester